(4,4-difluoropiperidin-1-yl)imidazo[1,2-a]pyridin-6-amine FC1(CCN(CC1)C=1N=C2N(C=C(C=C2)N)C1)F